4-trifluoromethyl-3,5-difluorohomophenylalanine FC(C1=C(C=C(CC[C@H](N)C(=O)O)C=C1F)F)(F)F